ONC(=O)C1=NC=C(N=C1)OC1=C(C=CC(=C1)N(C1=NC(=NC2=CC=CC=C12)C)C)OC N-hydroxy-5-(2-methoxy-5-(methyl-(2-methyl-4-quinazolinyl)amino)phenoxy)pyrazine-2-carboxamide